C1=CC(=C(C=C1O)O)C(=O)C2=C(C=C(C=C2)O)O 2,2',4'-tetrahydroxybenzophenone